3-β-aminoethyloxy-4-aminonitrobenzene NCCOC=1C=C(C=CC1N)[N+](=O)[O-]